C[C@H]1N(CCOC1)C1=NC2=C(N=CC=C2C(=C1)O)C=1N(N=CC1)C1OCCCC1 ((R)-3-methylmorpholin-4-yl)-8-[2-(tetrahydropyran-2-yl)-2H-pyrazol-3-yl]-[1,7]naphthyridin-4-ol